4-(3-(((2,5-bis(trifluoromethyl)pyrazolo[1,5-a]pyrimidin-7-yl)amino)methyl)-3-(4-fluorophenyl)azetidin-1-yl)-1-cyclopropylpyridin-2(1H)-one FC(C1=NN2C(N=C(C=C2NCC2(CN(C2)C2=CC(N(C=C2)C2CC2)=O)C2=CC=C(C=C2)F)C(F)(F)F)=C1)(F)F